ClC=1C(=NC(=NC1)NC1=C(C=C(C(=C1)C=1C=NN(C1)C)N1CC2(COC2)C1)OC)NC1=C(C=CC=C1)N(S(=O)(=O)C)C N-(2-((5-chloro-2-((2-methoxy-5-(1-methyl-1H-pyrazol-4-yl)-4-(2-oxa-6-azaspiro[3.3]heptane-6-yl)phenyl)amino)pyrimidine-4-yl)amino)phenyl)-N-methylmethanesulfonamide